[3-(propan-2-yloxy)phenyl]methanol CC(C)OC=1C=C(C=CC1)CO